(S)-quinuclidin-3-yl (5-(4-chlorophenyl)-2,3-dihydro-1H-inden-1-yl)carbamat ClC1=CC=C(C=C1)C=1C=C2CCC(C2=CC1)NC(O[C@@H]1CN2CCC1CC2)=O